N-(4-(4-(ethylsulfonylamino)-3-fluorophenyl)-1-methyl-1H-pyrrolo[2,3-b]pyridin-6-yl)cyclopropylcarboxamide C(C)S(=O)(=O)NC1=C(C=C(C=C1)C1=C2C(=NC(=C1)NC(=O)C1CC1)N(C=C2)C)F